(3S)-7-((S)-4-acryloyl-2-methylpiperazin-1-yl)-10-(2,4-difluorophenyl)-3-((1-ethylpiperidin-4-yl)methyl)-9-(trifluoromethyl)-2H-[1,4]thiazino[2,3,4-ij]quinazolin C(C=C)(=O)N1C[C@@H](N(CC1)C1=NCN2C3=C(C(=C(C=C13)C(F)(F)F)C1=C(C=C(C=C1)F)F)SC[C@@H]2CC2CCN(CC2)CC)C